C(#N)C=1C(=NC(=CC1C(F)(F)F)C)N1[C@@H](CCC1)C(=O)O (2S)-1-[3-cyano-6-methyl-4-(trifluoromethyl)-2-pyridyl]pyrrolidine-2-carboxylic acid